C1=C(C=CC2=CC=CC=C12)C1=CC=C(C=C1)N(C=1C=C(C(=CC1)C1=CC=CC=C1)C1=CC=C(C=C1)C1=CC=CC=C1)C1=CC=C(C=C1)C1=CC2=CC=CC=C2C=C1 N,N-bis{4-(naphthalen-2-yl)phenyl}-N-(6-phenyl-1,1':4',1''-terphenyl-3-yl)amine